1-(5-(2-fluorophenyl)-1-((3-(3-methylbut-1-yn-1-yl)phenyl)sulfonyl)-1H-pyrrol-3-yl)-N-methyl-methylamine FC1=C(C=CC=C1)C1=CC(=CN1S(=O)(=O)C1=CC(=CC=C1)C#CC(C)C)CNC